4-(difluoromethyl)-N-[4-fluoro-5-(3-fluoro-4-morpholin-4-ylphenyl)-2-[rac-(3R)-3,4-dimethylpiperazin-1-yl]phenyl]-1-methyl-6-oxopyridine-3-carboxamide FC(C=1C(=CN(C(C1)=O)C)C(=O)NC1=C(C=C(C(=C1)C1=CC(=C(C=C1)N1CCOCC1)F)F)N1C[C@H](N(CC1)C)C)F |r|